N-(2-(1-Benzylpiperidin-4-yl)ethyl)-5-(2-(piperidin-4-yloxy)phenyl)furan-2-carboxamide C(C1=CC=CC=C1)N1CCC(CC1)CCNC(=O)C=1OC(=CC1)C1=C(C=CC=C1)OC1CCNCC1